2-bromo-5-nitro-benzaldehyde BrC1=C(C=O)C=C(C=C1)[N+](=O)[O-]